CC(C(O)C=1C=NN(C1)C1OCCCC1)C 2-methyl-1-[1-(oxan-2-yl)pyrazol-4-yl]propan-1-ol